(1s,3s)-3-fluorocyclobutyl (3-(3,3-difluorocyclobutyl)-4-isopropyl-1-methyl-1H-pyrazol-5-yl)carbamate FC1(CC(C1)C1=NN(C(=C1C(C)C)NC(OC1CC(C1)F)=O)C)F